(R)-6-methoxy-7-(5-(pyrrolidin-3-yloxy)pentyl)-1,2,3,4-tetrahydro-1,8-naphthyridine COC=1C=C2CCCNC2=NC1CCCCCO[C@H]1CNCC1